(S)-2-Amino-2-((1r,4S)-4-methylcyclohexyl)-N-(4-(((S)-2-oxo-4-(trifluoromethyl)imidazolidin-1-yl)methyl)pyridin-2-yl)acetamide HCl salt Cl.N[C@H](C(=O)NC1=NC=CC(=C1)CN1C(N[C@@H](C1)C(F)(F)F)=O)C1CCC(CC1)C